ClC=1N=NC(=C2C1N=CC=C2)N[C@@H]2CN(C[C@@H]2F)C(=O)OC(C)(C)C tert-butyl (3R,4S)-3-((8-chloropyrido[2,3-d]pyridazin-5-yl)amino)-4-fluoropyrrolidine-1-carboxylate